4-aminopyrazine NN1CC=NC=C1